3-(5-((4-(1-(4-(5,7-dimethoxy-4-oxo-3,4-dihydroquinazolin-2-yl)phenyl)piperidine-4-yl)piperazin-1-yl)methyl)-6-fluoro-1-oxoisoindolin-2-yl)piperidine-2,6-dione COC1=C2C(NC(=NC2=CC(=C1)OC)C1=CC=C(C=C1)N1CCC(CC1)N1CCN(CC1)CC=1C=C2CN(C(C2=CC1F)=O)C1C(NC(CC1)=O)=O)=O